O=C1CC=C(C2=CC=CC=C12)S(=O)(=O)Cl 4-oxo-3,4-dihydronaphthalene-1-sulfonyl chloride